ClC1=CC=C(C=C1)N1N=C2C(=C(C1=O)C1=CC=C(C=C1)OC(F)F)N=C(C=C2)OCC(F)F 2-(4-chlorophenyl)-6-(2,2-difluoroethoxy)-4-(4-(difluoromethoxy)phenyl)pyrido[3,2-c]pyridazin-3(2H)-one